2-(1H-indazol-1-yl)acetic acid N1(N=CC2=CC=CC=C12)CC(=O)O